C(CCCCC)C1=C(SC=C1)C=CC=1SC=CC1CCCCCC 1,2-bis(3-hexylthiophen-2-yl)ethylene